2-(3-(tert-butyl)phenoxy)-N-(4-hydroxybenzyl)acetamide C(C)(C)(C)C=1C=C(OCC(=O)NCC2=CC=C(C=C2)O)C=CC1